5-CHLORO-2-HYDROXY-3-METHYLBENZALDEHYDE ClC=1C=C(C(=C(C=O)C1)O)C